FC(C(=O)N1CCC(CC1)(C(=O)O)CC(=O)N(C1=CC=CC=C1)C1CC(CCC1)(F)F)(C1=C(C=CC=C1)F)F 1-(2,2-difluoro-2-(2-fluorophenyl)acetyl)-4-(2-((3,3-difluorocyclohexyl)(phenyl)amino)-2-oxoethyl)piperidine-4-carboxylic acid